OC(CC(COOC(C(=O)[O-])(C)OC1=CC=CC=C1)C)C 4-hydroxy-2-methylpentylperoxy-2-phenoxypropionate